ClC1=NC=CC(=C1)C1CN(CCC1(F)F)C(=O)OC(C)(C)C tert-butyl 3-(2-chloropyridin-4-yl)-4,4-difluoropiperidine-1-carboxylate